N-{6-Cyclopropyl-4-[4-fluoro-2-(4-methyl-4H-1,2,4-triazol-3-yl)phenyl]-2-pyridyl}-1-allyl-5-[(dimethylamino)methyl]-2-oxo-1,2-dihydronicotinamide C1(CC1)C1=CC(=CC(=N1)NC(C=1C(N(C=C(C1)CN(C)C)CC=C)=O)=O)C1=C(C=C(C=C1)F)C1=NN=CN1C